CC1=C(C(=CC=C1)C)NC1=NN(C2=NC(=NC=C21)NC2=CC=CC=C2)CCCN2CCCCC2 N3-(2,6-dimethyl-phenyl)-N6-phenyl-1-(3-piperidin-1-yl-propyl)-1H-pyrazolo[3,4-d]pyrimidine-3,6-diamine